O1N=C(C2=C1C=CC=C2)C2=C(C=C(C=C2)C)[C@H](CC2=NC=CC=C2)N (S)-1-[2-(Benzo[d]isoxazol-3-yl)-5-methylphenyl]-2-(pyridine-2-yl)ethan-1-amine